1-(5-methylpyrazin-2-yl)ethanone CC=1N=CC(=NC1)C(C)=O